2,6-toluenediamine CC=1C(=CC=CC1N)N